N-ethyl-N'-methylphenylurea C(C)N(C(=O)NC)C1=CC=CC=C1